1,2,4-tris(1,1-dimethylpropyl)benzene CC(CC)(C)C1=C(C=C(C=C1)C(CC)(C)C)C(CC)(C)C